1-(4-chloro-3-((trifluoromethyl)sulfonyl)phenyl)-3-(4-cyano-3-(2-morpholinoethoxy)phenyl)urea ClC1=C(C=C(C=C1)NC(=O)NC1=CC(=C(C=C1)C#N)OCCN1CCOCC1)S(=O)(=O)C(F)(F)F